3-methoxycyclobutane-1-carboxamide COC1CC(C1)C(=O)N